4-(6-Methoxy-1-methyl-1H-indazol-5-yl)-N-(5-(2-methoxy-6-(trifluoromethyl)nicotinoyl)-5,6-dihydro-4H-pyrrolo[3,4-d]thiazol-2-yl)-6-methylnicotinamide COC1=C(C=C2C=NN(C2=C1)C)C1=CC(=NC=C1C(=O)NC=1SC2=C(N1)CN(C2)C(C2=C(N=C(C=C2)C(F)(F)F)OC)=O)C